5-((R)-3-((R)-5-propenoyl-4-methyl-4,5,6,7-tetrahydropyrazolo[1,5-a]pyrazin-2-yl)-4-(2,4-difluoro-6-(2-methoxyethoxy)phenyl)-6,7-dihydro-5H-cyclopenta[c]pyridin-1-yl)isoindolin-1-one C(C=C)(=O)N1[C@@H](C=2N(CC1)N=C(C2)C2=C(C1=C(C(=N2)C=2C=C3CNC(C3=CC2)=O)CCC1)C1=C(C=C(C=C1OCCOC)F)F)C